N1(CCOCC1)C(=O)C=1C=CC2=C(NC(=N2)C2=NNC3=CC=C(C=C23)C(=O)NCCCNC(OC(C)(C)C)=O)C1 tert-butyl (3-(3-(6-(morpholine-4-carbonyl)-1H-benzo[d]imidazol-2-yl)-1H-indazole-5-carboxamido)propyl)carbamate